NC1=NC(=CC(=N1)N1CCC2(C[C@H](NC2)C(=O)O)CC1)O[C@@H](C(F)(F)F)C1=C(C=C(C=C1)C=1C=NC(=CC1)OC)N1N=C(C=C1)C (S)-8-(2-amino-6-((R)-2,2,2-trifluoro-1-(4-(6-methoxypyridin-3-yl)-2-(3-methyl-1H-pyrazol-1-yl)phenyl)ethoxy)pyrimidin-4-yl)-2,8-diazaspiro[4.5]decane-3-carboxylic acid